ClC=1C=CC=2C(N1)=NN(C2)C2CCC(CC2)C(=O)OC (1r,4r)-Methyl 4-(6-chloro-2H-pyrazolo[3,4-b]pyridin-2-yl)cyclohexanecarboxylate